C(C)(C)(C)OC(=O)N1CC(C1)CC1=CC=C(C=C1)CN1C=CC2=CC(=CC=C12)N1N=C(C=C1C)C(N)=O 3-(4-((5-(3-carbamoyl-5-methyl-1H-pyrazol-1-yl)-1H-indol-1-yl)methyl)benzyl)azetidine-1-carboxylic acid tert-butyl ester